N-((S)-1-(5-(((S)-1,1-Dimethyl-2,3-dihydro-1H-inden-2-yl)amino)pyridin-2-yl)-2,2,2-trifluoroethyl)-N,1-dimethyl-2-oxopiperidine-4-carboxamide CC1([C@H](CC2=CC=CC=C12)NC=1C=CC(=NC1)[C@@H](C(F)(F)F)N(C(=O)C1CC(N(CC1)C)=O)C)C